N1=CN=CC2=C1NC1=CC=C(C=C21)C=2C=C(N)C=CC2 3-(9H-pyrimido[4,5-b]indol-6-yl)aniline